C1(CC1)C1=NC=NC(=C1C1=NN2C(N(C(CC2)=O)CC2=CC(=C(C=C2)C2=NC=CC=C2OC)F)=N1)OC 2-(4-cyclopropyl-6-methoxypyrimidin-5-yl)-4-(3-fluoro-4-(3-methoxypyridin-2-yl)benzyl)-6,7-dihydro-[1,2,4]triazolo[1,5-a]pyrimidin-5(4H)-one